((2S,4S)-5-chloro-2-(((cyclopropylmethyl)amino)methyl)-6-fluoro-2-phenyl-2,3-dihydrobenzofuran-4-yl)-4-(difluoromethoxy)-3-fluorobenzamide ClC=1C(=CC2=C(C[C@](O2)(C2=CC=CC=C2)CNCC2CC2)C1C1=C(C(=O)N)C=CC(=C1F)OC(F)F)F